C(CCCCC(=O)[O-])(=O)OCC monoethyl adipate